BrC1=C(C(NC=C1)=O)F 4-bromo-3-fluoropyridin-2(1H)-one